BrC=1C=C(C=C2C=C(N(C12)CC)C1=CCCN(C1)C(=O)OC(C)(C)C)C(=O)OC methyl 7-bromo-2-(1-tert-butoxycarbonyl-3,6-dihydro-2H-pyridin-5-yl)-1-ethyl-indole-5-carboxylate